NC1=C(NCC(CNC(OCC2=CC=CC=C2)=O)O)C(=CC=C1F)Br benzyl N-[3-(2-amino-6-bromo-3-fluoro-anilino)-2-hydroxy-propyl]carbamate